CCCCCCCCCCCCCCCCCC.[K] potassium octadecane